5-ethyl-2-(2-hydroxy-2-methylpropyl)-6-(4-(1-methyl-1H-1,2,3-triazol-4-yl)benzyl)isoindolin-1-one C(C)C=1C=C2CN(C(C2=CC1CC1=CC=C(C=C1)C=1N=NN(C1)C)=O)CC(C)(C)O